N-ethyl-2-(5-fluoro-1H-indol-3-yl)-N-methylethan-1-amine hemi-fumarate C(\C=C\C(=O)O)(=O)O.C(C)N(CCC1=CNC2=CC=C(C=C12)F)C.C(C)N(CCC1=CNC2=CC=C(C=C12)F)C